2-(2,6-dimethylpyridin-4-yl)-3-isopropyl-N-(1-isopropylpiperidin-4-yl)-1H-indole-5-carboxamide CC1=NC(=CC(=C1)C=1NC2=CC=C(C=C2C1C(C)C)C(=O)NC1CCN(CC1)C(C)C)C